(S)-2-((R)-3-Methylmorpholin-4-yl)-9-(2-oxopropyl)-8-trifluoromethyl-6,7,8,9-tetrahydropyrimido[1,2-a]pyrimidin-4-one C[C@H]1N(CCOC1)C=1N=C2N(C(C1)=O)CC[C@H](N2CC(C)=O)C(F)(F)F